C1(CC1)C=1C=C2C=C(C=NC2=CC1)NC1=NC(=NC=C1)NC1=CC(=C(C=C1)OC1CC(C1)N(C)C)OC 4-(6-cyclopropyl-3-quinolylamino)-2-{3-methoxy-4-[(1r,3r)-3-(dimethylamino)cyclobutoxy]phenylamino}pyrimidine